6-(5-(difluoromethoxy)pyridin-2-yl)-1-(2-morpholinoethyl)-2-oxo-N-(spiro[3.3]heptan-2-yl)-1,2-dihydro-1,8-naphthyridine-3-carboxamide FC(OC=1C=CC(=NC1)C=1C=C2C=C(C(N(C2=NC1)CCN1CCOCC1)=O)C(=O)NC1CC2(C1)CCC2)F